2-[2-(1-benzyl-4,4-difluoro-5-methyl-3-piperidyl)-2-methyl-propyl]isoindoline-1,3-dione C(C1=CC=CC=C1)N1CC(C(C(C1)C)(F)F)C(CN1C(C2=CC=CC=C2C1=O)=O)(C)C